3,5-Dimethyl-1-(naphthalen-2-ylsulfonyl)-4-tosyl-1H-pyrazole CC1=NN(C(=C1S(=O)(=O)C1=CC=C(C)C=C1)C)S(=O)(=O)C1=CC2=CC=CC=C2C=C1